C(C)(C)(C)OC(=O)N1C[C@@H]([C@@H](CC1)C1=CC=C2C(=NN(C2=C1)C)N1C(NC(CC1)=O)=O)OC (3r,4s)-4-[3-(2,4-dioxohexahydropyrimidin-1-yl)-1-methyl-indazol-6-yl]-3-methoxy-piperidine-1-carboxylic acid tert-butyl ester